[Si](C1=CC=CC=C1)(C1=CC=CC=C1)(C(C)(C)C)OCC1NCCC1 2-(((tert-butyldiphenylsilyl)oxy)methyl)pyrrolidine